COC1=CC=C(C=C1)CCCNC=1C2=C(N=C(N1)C(F)(F)F)SC(=C2)C N-(3-(4-methoxyphenyl)propyl)-6-methyl-2-(trifluoromethyl)thieno[2,3-d]pyrimidin-4-amine